CN[C@H]1CN(C[C@H](C1)C)C1=C2C=CC=NC2=C(C=C1)C(F)(F)F Methyl-[(3R,5S)-5-methyl-1-(8-trifluoromethyl-quinolin-5-yl)-piperidin-3-yl]-amine